benzyl (2S)-2-amino-5-[bis(2-aminoethyl)amino]-5-oxo-pentanoate tris(trifluoroacetic acid) salt FC(C(=O)O)(F)F.FC(C(=O)O)(F)F.FC(C(=O)O)(F)F.N[C@H](C(=O)OCC1=CC=CC=C1)CCC(=O)N(CCN)CCN